2-((2-methylpyridin-3-yl)amino)-4-(oxetan-3-yl)benzonitrile CC1=NC=CC=C1NC1=C(C#N)C=CC(=C1)C1COC1